1-(5-((4-(2-methyl-6,7-dihydro-5H-cyclopenta[4,5]thieno[2,3-d]pyrimidin-4-yl)piperidin-1-yl)methyl)-1-oxoisoindolin-2-yl)dihydropyrimidine-2,4(1H,3H)-dione CC=1N=C(C2=C(N1)SC1=C2CCC1)C1CCN(CC1)CC=1C=C2CN(C(C2=CC1)=O)N1C(NC(CC1)=O)=O